NC1=CC=C(C(=O)NCCCCN2C(=NC=3C(=NC=4C=CC=CC4C32)N)CCCC)C=C1 4-Amino-N-(4-(4-amino-2-butyl-1H-imidazo[4,5-c]quinolin-1-yl)butyl)benzamide